BrC=1C(=NC(=CC1)Cl)CO[Si](C)(C)C(C)(C)C 3-bromo-2-(((tert-butyldimethylsilyl)oxy)methyl)-6-chloropyridine